C1(=CC=CC=C1)C1=C(C(=NN=N1)C1=C(C(=C(C=C1)C=1C(=CC=CC1)C1=CC=CC=C1)C1=C(C(=CC=2C3=CC=CC=C3CC12)C)C)C1=NN=NC(=C1C1=CC=CC=C1)C1=CC=CC=C1)C1=CC=CC=C1 di(diphenyltriazinyl)(dimethylfluorenyl)terbenzene